(2R,3S,4R,5R)-2-((R)-bicyclo[4.2.0]octa-1(6),2,4-trien-3-yl(hydroxy)methyl)-5-(4-isopropyl-7H-pyrrolo[2,3-d]pyrimidin-7-yl)tetrahydrofuran-3,4-diol C1=2C=C(C=CC2CC1)[C@H]([C@H]1O[C@H]([C@@H]([C@@H]1O)O)N1C=CC2=C1N=CN=C2C(C)C)O